ClC1=CC(=C2C(=CNC2=C1Cl)C=1C=NN(C1)C1OCCCC1)NN(C(OC(C)(C)C)=O)C tert-Butyl N-[[6,7-dichloro-3-(1-tetrahydropyran-2-ylpyrazol-4-yl)-1H-indol-4-yl]amino]-N-methyl-carbamate